3-hydroxy-3-(2-oxo-2-(3-methoxyphenyl)ethyl)indol-2-one OC1(C(NC2=CC=CC=C12)=O)CC(C1=CC(=CC=C1)OC)=O